FC=1C=C(C=NC1N1CCN(CC1)CC(F)(F)F)C1=NOC(=C1)C(=O)O 3-[5-Fluoro-6-[4-(2,2,2-trifluoroethyl)piperazin-1-yl]pyridin-3-yl]-1,2-oxazole-5-carboxylic acid